8-methoxy-5-(4-(methylthio)-2-(trifluoromethyl)benzyl)-5H-pyrido[3,2-b]indole COC1=CC=2C3=C(N(C2C=C1)CC1=C(C=C(C=C1)SC)C(F)(F)F)C=CC=N3